C(C1=CC=CC=C1)N1N=C(N=C1)C(=O)NC1C(N(C=2N(CC1)N=CC2C)C)=O 1-benzyl-N-(3,4-dimethyl-5-oxo-5,6,7,8-tetrahydro-4H-pyrazolo[1,5-a][1,3]diazepin-6-yl)-1H-1,2,4-triazole-3-carboxamide